meta-chloro-3-nitrobenzotrifluoride ClC1(CC(=CC=C1)C(F)(F)F)[N+](=O)[O-]